CC1=[N+](C=CC(=C1C1=CC=C(C=C1)NC(C(C1CCCC2=CC=CC=C12)NC(=O)C1=CC=NN1C)=O)C)[O-] 2,4-dimethyl-3-(4-(2-(1-methyl-1H-pyrazole-5-carboxamido)-2-(1,2,3,4-tetrahydronaphthalen-1-yl)acetamido)phenyl)pyridine 1-oxide